(1r,2'R,4R)-4-(3-chloroanilino)-2'-{3-[(1H-indol-4-yl)oxy]propyl}-2',3'-dihydrospiro[cyclohexane-1,1'-indene]-4-carboxylic acid ClC=1C=C(NC2(CCC3([C@@H](CC4=CC=CC=C34)CCCOC3=C4C=CNC4=CC=C3)CC2)C(=O)O)C=CC1